3-((4-(chlorodifluoromethoxy)phenyl)amino)-N'-(3-methyl-2-oxopyrrolidine-3-carbonyl)pyrazine-2-carbohydrazide ClC(OC1=CC=C(C=C1)NC=1C(=NC=CN1)C(=O)NNC(=O)C1(C(NCC1)=O)C)(F)F